5-(4-((1-(2-(4-(1,2-bis(4-hydroxyphenyl)but-1-en-1-yl)phenoxy)ethyl)piperidin-4-yl)methyl)piperazin-1-yl)-2-(2,6-dioxopiperidin-3-yl)isoindoline-1,3-dione OC1=CC=C(C=C1)C(=C(CC)C1=CC=C(C=C1)O)C1=CC=C(OCCN2CCC(CC2)CN2CCN(CC2)C=2C=C3C(N(C(C3=CC2)=O)C2C(NC(CC2)=O)=O)=O)C=C1